C(#N)C[C@@H](C1=CC=C(C=C1)S(=O)(=O)CC)NC(C1=C(C=C(C=C1)N1[C@@H](C[C@@H](C1)OC1=CC=C(C=C1)C(F)(F)F)COC(F)F)F)=O N-((S)-2-cyano-1-(4-(ethylsulfonyl)phenyl)ethyl)-4-((2S,4S)-2-((difluoromethoxy)methyl)-4-(4-(trifluoromethyl)phenoxy)pyrrolidin-1-yl)-2-fluorobenzamide